CCCCCCCCCC=CC=CC=CC=O Hexadecatrienal